CN(C)C=O N,N-dimethylformylAmine